5-methyl-10-(2,4,6-tris(3-methyl-3H-imidazo[4,5-b]pyridin-2-yl)phenyl)-5,10-dihydrophenazine CN1C=2C=CC=CC2N(C2=CC=CC=C12)C1=C(C=C(C=C1C1=NC=2C(=NC=CC2)N1C)C1=NC=2C(=NC=CC2)N1C)C1=NC=2C(=NC=CC2)N1C